4-(((3-mercapto-5-(2-pyridyl)-4H-1,2,4-triazol-4-yl)imino)methyl)-1,2-benzenediol SC1=NN=C(N1N=CC=1C=C(C(=CC1)O)O)C1=NC=CC=C1